(1s,3s)-3-(5-(trifluoromethyl)-1H-pyrazol-1-yl)cyclobutan-1-ol FC(C1=CC=NN1C1CC(C1)O)(F)F